N-(1-(3,4-difluorophenyl)-3-(4,4,5,5-tetramethyl-1,3,2-dioxaborolan-2-yl)propyl)pivaloamide FC=1C=C(C=CC1F)C(CCB1OC(C(O1)(C)C)(C)C)NC(C(C)(C)C)=O